N-((8-hydroxy-5-methylquinolin-7-yl)(piperidin-3-yl)methyl)butyramide OC=1C(=CC(=C2C=CC=NC12)C)C(NC(CCC)=O)C1CNCCC1